n-undecyl benzoate C(C1=CC=CC=C1)(=O)OCCCCCCCCCCC